ClC=1C(=NC=CC1)N1CCN(CC1)S(=O)(=O)C1=CC=C(C=C1)NC(NCC=1C=NC=CC1)=O 3-{4-[4-(3-chloropyridin-2-yl)piperazine-1-sulfonyl]phenyl}-1-(pyridin-3-ylmethyl)urea